1-(1-(1-(2-chloroacetyl)piperidin-4-yl)-1H-indol-4-yl)dihydropyrimidine-2,4(1H,3H)-dione ClCC(=O)N1CCC(CC1)N1C=CC2=C(C=CC=C12)N1C(NC(CC1)=O)=O